COC=1C=C(C=CC1NCC#CC=1N(C2=CC=CC(=C2C1)NC1CCC(CC1)N1CCS(CC1)(=O)=O)CC(F)(F)F)S(=O)(=O)N 3-methoxy-4-{[3-(4-{[(1R,4R)-4-(1,1-dioxo-1λ6-thiomorpholin-4-yl)cyclohexyl]amino}-1-(2,2,2-trifluoroethyl)-1H-indol-2-yl)prop-2-yn-1-yl]amino}benzene-1-sulfonamide